2-[tert-Butyl(dimethyl)silyl]oxy-1-[5-(trifluoromethyl)-3-pyridyl]ethanol [Si](C)(C)(C(C)(C)C)OCC(O)C=1C=NC=C(C1)C(F)(F)F